NC1=NN=C(O1)CN(C([C@@H](C)OC1=C(C(=CC(=C1)F)F)CC)=O)CC1=C(C=C(C=C1)C#N)F |o1:9| rel-(2R)-N-[(5-amino-1,3,4-oxadiazol-2-yl)methyl]-N-[(4-cyano-2-fluoro-phenyl)methyl]-2-(2-ethyl-3,5-difluoro-phenoxy)propanamide